1-Ethyl-5-oxo-N-(4-((4-(3-(trifluoromethyl)azetidin-1-yl)phenyl)amino)benzyl)pyrrolidine-3-carboxamide C(C)N1CC(CC1=O)C(=O)NCC1=CC=C(C=C1)NC1=CC=C(C=C1)N1CC(C1)C(F)(F)F